C(C)(C)N(C(C)C)P(OCCCCCC(C([O-])=S)(C)C)OCCCCCC(C([O-])=S)(C)C S'-((((diisopropylamino)phosphanediyl)bis(oxy))bis(butane-4,1-diyl))bis(2,2-dimethylpropanethioate)